ClC1=CC=C2N=C(C(NC2=C1)=O)C1=CC=CC=C1 7-chloro-3-phenylquinoxalin-2(1H)-one